ClC=1C(=CC=C2N=CC(=NC12)C=1C=NN(C1)C1OCCCC1)OC=1C=CC2=C(N(C(=N2)C)COCC[Si](C)(C)C)C1F 8-chloro-7-((7-fluoro-2-methyl-1-((2-(trimethylsilyl)ethoxy)methyl)-1H-benzo[d]imidazol-6-yl)oxy)-2-(1-(tetrahydro-2H-pyran-2-yl)-1H-pyrazol-4-yl)quinoxaline